N[C@@H](C(=O)O)CCCNC(=O)N (R)-2-amino-5-ureidovaleric acid